C(C1=CC(=C(C(=C1)C)N1C(C=CC1=O)=O)CC)C1=CC(=C(C(=C1)C)N1C(C=CC1=O)=O)CC 1,1'-[methylenebis(2-ethyl-6-methyl-4,1-phenylene)]bis(1H-pyrrole-2,5-dione)